OC(C(=O)C1=CC=C(C=C1)SC1=CC=C(C=C1)C(C1=CC=C(C=C1)N1CCOCC1)=O)(C)C 2-hydroxy-2-methyl-1-[4-({4-[4-(morpholin-4-yl)benzoyl]phenyl}sulfanyl)phenyl]propan-1-one